NC(C=1N(C2=CC=CC(=C2C1)NC1CCN(CC1)C)CC(F)(F)F)=NOC(CN(C(OC(C)(C)C)=O)C1=CC=CC=C1)=O tert-butyl (2-(((amino(4-((1-methylpiperidin-4-yl)amino)-1-(2,2,2-trifluoroethyl)-1H-indol-2-yl)methylene)amino)oxy)-2-oxoethyl)(phenyl)carbamate